3-(2,3-dichlorophenyl)-1-((tetrahydro-2H-pyran-4-yl)methyl)-1H-pyrrole-2,5-dione ClC1=C(C=CC=C1Cl)C=1C(N(C(C1)=O)CC1CCOCC1)=O